P-AMINOETHYLBENZALDEHYDE HCL C1=CC(=CC=C1CCN)C=O.Cl